(2S,5'S)-N-(2,4-difluorobenzyl)-5'-fluoro-6',7'-dihydro-5'H-spiro[oxirane-2,8'-quinoline]-5'-carboxamide FC1=C(CNC(=O)[C@]2(C=3C=CC=NC3[C@]3(CC2)OC3)F)C=CC(=C1)F